2-oxa-dodecylboric acid C(OCCCCCCCCCC)OB(O)O